phenyl 4-[2-fluoro-5-[[6-oxo-4-(trifluoromethyl)-1H-pyridine-3-carbonyl]amino]-4-[rac-(3R,5S)-3,4,5-trimethylpiperazin-1-yl]phenyl]-3,6-dihydro-2H-pyridine-1-carboxylate FC1=C(C=C(C(=C1)N1C[C@H](N([C@H](C1)C)C)C)NC(=O)C1=CNC(C=C1C(F)(F)F)=O)C=1CCN(CC1)C(=O)OC1=CC=CC=C1 |r|